3-[[2-(4-methyl-sulfanylphenyl)imidazo[1,2-a]pyrazin-3-yl]amino]-N-propan-2-ylbenzamide CC1=CC(=C(C=C1)C=1N=C2N(C=CN=C2)C1NC=1C=C(C(=O)NC(C)C)C=CC1)S